tert-butyl (4S)-4-hex-5-enoyl-2,2-dimethyl-oxazolidine-3-carboxylate C(CCCC=C)(=O)[C@H]1N(C(OC1)(C)C)C(=O)OC(C)(C)C